[Si](C)(C)(C(C)(C)C)C1=C(CNO)C=C(C(=C1)C(C)(C)C)C(C)(C)C 2-(tert-butyldimethylsilyl)hydroxy-4,5-di-tert-butylbenzylamine